2-(2-chloro-5-methoxypyridin-4-yl)-4-(2-(dimethylamino)-2-oxoethyl)benzoic acid methyl ester COC(C1=C(C=C(C=C1)CC(=O)N(C)C)C1=CC(=NC=C1OC)Cl)=O